4-[6-[6-[(4-ethynyl-3-fluoro-phenyl)methyl]-3,6-diazabicyclo[3.1.1]heptan-3-yl]-3-pyridinyl]-6-(1-methylpyrazol-4-yl)pyrazolo[1,5-a]pyridine-3-carbonitrile C(#C)C1=C(C=C(C=C1)CN1C2CN(CC1C2)C2=CC=C(C=N2)C=2C=1N(C=C(C2)C=2C=NN(C2)C)N=CC1C#N)F